2-hydroxy-4-oxo-4H-pyrazino[1,2-a]pyrimidine-3-carboxamide OC=1N=C2N(C(C1C(=O)N)=O)C=CN=C2